C(#N)C1=C(C(=C(C(=C1)C(C)C)NC(=O)NS(=O)(=O)C1=C(N=C(S1)C(C)(C)O)CO)C(C)C)F [4-cyano-3-fluoro-2,6-bis(propan-2-yl)phenyl]-3-[4-(hydroxymethyl)-2-(2-hydroxypropan-2-yl)-1,3-thiazole-5-sulfonyl]urea